C1(CC1)C1=NC(=CC(=N1)C(=O)OCC)CN1C[C@H](CC1)F ethyl (S)-2-cyclopropyl-6-((3-fluoropyrrolidin-1-yl)methyl)pyrimidine-4-carboxylate